ClC1=CC(=C(C(=N1)CCl)C(=O)OCC)C ethyl 6-chloro-2-(chloromethyl)-4-methylpyridine-3-carboxylate